[N-]1C=NC=C1 imidazol-1-ide